aminocysteine NN[C@@H](CS)C(=O)O